COC1=CC=2C(=C3C(=NC2C=C1OCCCN1CCCC1)CCC3(C)C)NC(C)C 7-methoxy-1,1-dimethyl-N-(propan-2-yl)-6-[3-(pyrrolidin-1-yl)propoxy]-1H,2H,3H-cyclopenta[b]quinolin-9-amine